ethyl 3-chloro-6-((8-chloro-2-methylimidazo[1,2-a]pyridin-7-yl)thio)-5-methylpyrazine-2-carboxylate ClC=1C(=NC(=C(N1)C)SC1=C(C=2N(C=C1)C=C(N2)C)Cl)C(=O)OCC